C[Si](C)(C)N([Si](C)(C)C)[Li] bis(trimethylsilyl)aminolithium